FC(C1=CC(=NC=N1)N1N=CN=C1[C@H](C)NC(C1=CC(=CC(=C1)C(F)(F)F)C(F)(F)F)=O)(F)F (S)-N-(1-(1-(6-trifluoromethylpyrimidin-4-yl)-1H-1,2,4-triazol-5-yl)ethyl)-3,5-bis(trifluoromethyl)benzamide